CC(C)NC(=O)O[C@H]1C[C@H](CC1)C=1NN=C(C1)NC1=NC=CC2=C1CCS2(=O)=O (1R,3S)-3-{5-[(1,1-dioxo-2,3-dihydro-1λ6-thieno[3,2-c]pyridin-4-yl)amino]-2H-pyrazol-3-yl}cyclopentyl (prop-2-ylamino)methanoate